ClC1=CC(=C(C=C1)C1(OC2=C(C=CC=C2C(=C1)F)N1CCCCC1)C)OC([2H])([2H])[2H] (2-(4-chloro-2-(methoxy-d3)phenyl)-4-fluoro-2-methyl-2H-chromen-8-yl)piperidine